C(C)OC(C(C(=O)OCC)=CNC1=CSC(=C1Br)C)=O (((4-bromo-5-methylthiophene-3-yl)amino)methylene)malonic acid diethyl ester